NC1=NC=NN2C1=C(C=C2CCN2C[C@H](CC2)CO)C2=CC(=C(C=C2)NC(OC(C)(C)C)=O)OC (S)-tert-butyl (4-(4-amino-7-(2-(3-(hydroxymethyl)pyrrolidin-1-yl)ethyl)pyrrolo[2,1-f][1,2,4]triazin-5-yl)-2-methoxyphenyl)carbamate